NC1=C(C(=NN1C1CC2(C1)CN(CC2)C(\C=C\CN2CCCCC2)=O)C2=CC=C(C=C2)OC2=CC=CC=C2)C(=O)N 5-Amino-3-(4-phenoxyphenyl)-1-((2r,4s)-6-((E)-4-(piperidin-1-yl)but-2-enoyl)-6-azaspiro[3.4]octan-2-yl)-1H-pyrazole-4-carboxamide